2-hydroxy-2-methyl-1-styrylpropane OC(CC=CC1=CC=CC=C1)(C)C